C(=O)O.N[C@@H]1[C@@H](OCC12CCN(CC2)C=2N=CC(=NC2)SC2=C(C1=C(N=S(C1)(C)=O)C=C2)Cl)C 5-((5-((3S,4S)-4-amino-3-methyl-2-oxa-8-azaspiro[4.5]dec-8-yl)pyrazin-2-yl)thio)-4-chloro-2-methyl-3H-2λ4-benzo[c]isothiazol 2-oxide formate